p-tert-butyl-hydrocinnamaldehyde C(C)(C)(C)C1=CC=C(CCC=O)C=C1